(1R)-4'-chloro-3'-hydroxy-3'-(trifluoromethyl)-2',3'-dihydrospiro[cyclohexane-1,1'-indene]-3-one ClC1=C2C(C[C@@]3(C2=CC=C1)CC(CCC3)=O)(C(F)(F)F)O